(-)-1-Amino-2-[5-fluoro-6-(4-fluorophenyl)-4-(2-hydroxypropan-2-yl)pyridin-2-yl]-3-methylbutan-2-ol NCC(C(C)C)(O)C1=NC(=C(C(=C1)C(C)(C)O)F)C1=CC=C(C=C1)F